4-(6-bromo-2,3-dihydrobenzo[d]oxazol-2-yl)pyridinecarboxylic acid ethyl ester C(C)OC(=O)C1=NC=CC(=C1)C1OC2=C(N1)C=CC(=C2)Br